C(C)(C)N1N=C(C(=C1)C1=NC(=NC(=C1)N1CC(C1)NC)N)C 4-(1-Isopropyl-3-methyl-1H-pyrazol-4-yl)-6-(3-(methylamino)azetidin-1-yl)pyrimidin-2-amine